[(2R,4R)-1-benzyl-4-[tert-butyl-(dimethyl)silyl]oxy-pyrrolidin-2-yl]methanol C(C1=CC=CC=C1)N1[C@H](C[C@H](C1)O[Si](C)(C)C(C)(C)C)CO